nickel niobium-bismuth [Bi].[Nb].[Ni]